ClC=1C=C(C=CC1OC1CCCC1)C1=NC(=NO1)N1C=CC2=CC=CC=C12 1-(5-(3-chloro-4-(cyclopentyloxy)phenyl)-1,2,4-oxadiazol-3-yl)-1H-indole